ClC1=CC(=C(C(=C1)C)C1=CC=C2C(=N1)N=C(O2)NC2CC(CN(C2)CC)O)O 5-[[5-(4-Chloro-2-hydroxy-6-methyl-phenyl)oxazolo[4,5-b]pyridin-2-yl]amino]-1-ethyl-piperidin-3-ol